BrC1=C2C=CNC2=CC(=C1OC1=CC(=NC=C1)C(=N)SC)F methyl 4-((4-bromo-6-fluoro-1H-indol-5-yl)oxy)pyridine-2-carbimidothioate